CC=1C=CC(=C(\C=C/2\C(CCCC2)=O)C1)OCCN1CCOCC1 (E)-2-(5-methyl-2-(2-morpholinoethoxy)benzylidene)cyclohexan-1-one